ClC1=NC=C(C(=C1)C1=C(C=NC(=C1)C)C(=O)NC=1SC2=C(N1)CN(C2)C(=O)C2=NC=NC=C2OC)OC 2'-chloro-5'-methoxy-N-(5-(5-methoxypyrimidine-4-carbonyl)-5,6-dihydro-4H-pyrrolo[3,4-d]thiazol-2-yl)-6-methyl-[4,4'-bipyridine]-3-carboxamide